1,3,3,3-tetrafluoro-1-methoxy-2-trifluoromethyl-1-propene FC(=C(C(F)(F)F)C(F)(F)F)OC